OC1CCC(CC1)C(C)C1CCC(CC1)O 1,1-bis(4-hydroxycyclohexyl)ethane